C(C1=CC=CC=C1)OC=1C=CC2=C(SC(=C2OC2=CC=C(OC3CN(C3)CCCF)C=C2)Br)C1 3-(4-((6-(Benzyloxy)-2-bromobenzo[b]thiophen-3-yl)oxy)phenoxy)-1-(3-fluoropropyl)azetidine